(3R)-2-[(5-chloro-3-hydroxypyridin-2-yl)methyl]-3-(4-chlorophenyl)-4-fluoro-6-[1-hydroxy-1-(1-methyl-1H-imidazol-4-yl)propyl]-3-[cis-3-hydroxycyclobutoxy]-2,3-dihydro-1H-isoindol-1-one ClC=1C=C(C(=NC1)CN1C(C2=CC(=CC(=C2[C@]1(O[C@@H]1C[C@@H](C1)O)C1=CC=C(C=C1)Cl)F)C(CC)(C=1N=CN(C1)C)O)=O)O